FC1=CC=C(C=C1)C=1C=C(C(=NC1)C1CN(CC1)C(=O)OC(C)(C)C)C1=NN(C=C1)C tert-butyl 3-(5-(4-fluorophenyl)-3-(1-methyl-1H-pyrazol-3-yl)pyridin-2-yl)pyrrolidine-1-carboxylate